N[C@@H](C(=O)O)CCCCCC |r| D,L-α-aminocaprylic acid